methyl 4'-(1,1,1-trifluoro-2-methylpropan-2-yl)[1,1'-biphenyl]-2-carboxylate FC(C(C)(C)C1=CC=C(C=C1)C=1C(=CC=CC1)C(=O)OC)(F)F